FC(COC1CCCC=2C(=NC(=NC12)N1C(=CC=2C(=CC=CC12)C(=O)OC)C)SC)F methyl 1-[8-(2,2-difluoroethoxy)-4-methylsulfanyl-5,6,7,8-tetrahydroquinazolin-2-yl]-2-methyl-indole-4-carboxylate